(1r,4r)-4-(3-chloro-5-fluorobenzamido)cyclohexan-1-aminium ClC=1C=C(C(=O)NC2CCC(CC2)[NH3+])C=C(C1)F